C(C)(C)(C)C=1C=C(C=C(C1O)C)CCC(=O)O.C(C)(C)(C)C=1C=C(C=C(C1O)C)CCC(=O)O.CC(CO)(C)C1OCC2(CO1)COC(OC2)C(CO)(C)C 3,9-bis(1,1-dimethyl-2-hydroxyethyl)-2,4,8,10-tetraoxaspiro[5.5]undecane-bis[beta-(3-tert-butyl-4-hydroxy-5-methylphenyl) propionate]